C(C)C=1C(NC=2C=C(C=NC2C1)CN1C(CC(=CC1([2H])[2H])C=1C=NC(=CC1)C(=O)NC)([2H])[2H])=O 1'-((7-ethyl-6-oxo-5,6-dihydro-1,5-naphthyridin-3-yl)methyl)-N-methyl-1',2',3',6'-tetrahydro-[3,4'-bipyridine]-2',2',6',6'-d4-6-carboxamide